ClC1=C(C=NNC1=O)N1C[C@@H](CC1)OC1=NC=CC(=C1)C1=CCC(CC1)C(=O)O 4-(2-(((R)-1-(5-chloro-6-oxo-1,6-dihydropyridazin-4-yl)pyrrolidin-3-yl)oxy)pyridin-4-yl)cyclohex-3-ene-1-carboxylic acid